N(=[N+]=[N-])CCOCCOCCOCCOCCOCCNC(CC[C@@H](C(=O)O)NC(CCCCCCCCCCCCCCCS(=O)(=O)O)=O)=O (S)-1-azido-19-oxo-22-(16-sulfohexadecanamido)-3,6,9,12,15-pentaoxa-18-azatricosan-23-oic acid